C(C)(C)(C)OC(N[C@H](C(=O)NC1=C(C(=C(C=C1)I)Cl)C(C1=C(C=CC=C1F)F)=O)C)=O N-[(1S)-2-[3-chloro-2-(2,6-difluorobenzoyl)-4-iodo-anilino]-1-methyl-2-oxo-ethyl]carbamic acid tert-butyl ester